FC=1C(=C(C(=O)O)C(=CC1F)C1=CC=NC=C1)NC1=C(C=C(C=C1)I)F 3,4-difluoro-2-[(2-fluoro-4-iodophenyl)amino]-6-(pyridin-4-yl)benzoic acid